Fmoc-4-Methoxyphenylalanine C(=O)(OCC1C2=CC=CC=C2C2=CC=CC=C12)N[C@@H](CC1=CC=C(C=C1)OC)C(=O)O